bis(2'-hydroxy-5'-aminophenyl)benzotriazole OC1=C(C=C(C=C1)N)C1=C(C2=C(NN=N2)C=C1)C1=C(C=CC(=C1)N)O